C(C)(C)(C)OC(=O)N1CC(C1)C(C(F)(F)F)=O 3-(2,2,2-trifluoroacetyl)azetidine-1-carboxylic acid tert-butyl ester